C(#N)C1=C(C=C(C2=C1CCO2)N2N=C(C=C2)C(C)C)NC=C(C(=O)O)C ((4-cyano-7-(3-isopropyl-1H-pyrazol-1-yl)-2,3-dihydrobenzofuran-5-yl)amino)methacrylic acid